C(C)C(C(=O)[O-])CCCC.C(C)N1C=[N+](C=C1)CC(CCCC)CC 1-ethyl-3-(2-ethylhexyl)imidazolium 2-ethylhexanoate